FC=1C=2CCCC2C(=C2CCCC12)NC(=O)N=[S@](=O)(N)C=1C=NN2C1OC(C2)(C)C (R)-N'-((8-fluoro-1,2,3,5,6,7-hexahydro-s-indacen-4-yl)carbamoyl)-2,2-dimethyl-2,3-dihydropyrazolo[5,1-b]oxazole-7-sulfonimidamide